CN1CCN(CC1)CN(C)C N-methyl-N'-(dimethylaminomethyl)piperazine